5-bromo-3-ethylsulfanyl-N-[3-methyl-5-(trifluoromethyl)-1,3,4-thiadiazol-2-ylidene]pyridine-2-carboxamide BrC=1C=C(C(=NC1)C(=O)N=C1SC(=NN1C)C(F)(F)F)SCC